(S)-2-amino-N-((3S,4S)-4-(3-chloro-5-fluorophenyl)-1-(imidazo[1,5-a]pyridine-8-carbonyl)piperidin-3-yl)-3-methylbutanamide N[C@H](C(=O)N[C@@H]1CN(CC[C@H]1C1=CC(=CC(=C1)F)Cl)C(=O)C=1C=2N(C=CC1)C=NC2)C(C)C